FC=1C=C(C=CC1)C1=CNC2=NC=C(C=C21)C=2C(=NN(C2)C2CCN(CCC2)C)OC 3-(3-fluorophenyl)-5-(3-methoxy-1-(1-methylazepan-4-yl)-1H-pyrazol-4-yl)-1H-pyrrolo[2,3-b]pyridine